5-(3-ethoxy-3-oxopropionyl)pyridine-2-sulfinic acid C(C)OC(CC(=O)C=1C=CC(=NC1)S(=O)O)=O